tert-butyl (R)-5-((R)-(2-fluoro-3-((E)-pyrrolidin-1-yldiazenyl)phenyl)(hydroxy)methyl)-2,2-dimethylpyrrolidine-1-carboxylate FC1=C(C=CC=C1\N=N\N1CCCC1)[C@H]([C@H]1CCC(N1C(=O)OC(C)(C)C)(C)C)O